tin (II) tartrate C(=O)([O-])C(O)C(O)C(=O)[O-].[Sn+2]